FC(C1=NN=C(O1)C=1C=NC(=NC1)CN1C(C2=CC=C(C=C2C(C1=O)(C)C)C1CCN(CC1)CC)=O)F 2-((5-(5-(difluoromethyl)-1,3,4-oxadiazol-2-yl)pyrimidin-2-yl)methyl)-6-(1-ethylpiperidin-4-yl)-4,4-dimethylisoquinoline-1,3(2H,4H)-dione